5-(5-fluoro-1-methyl-1H-pyrazol-4-yl)-2-(7-(2,2,6,6-tetramethyl-1,2,3,6-tetrahydropyridin-4-yl)imidazo[1,2-a]pyrimidin-2-yl)pyridin-3-ol FC1=C(C=NN1C)C=1C=C(C(=NC1)C=1N=C2N(C=CC(=N2)C=2CC(NC(C2)(C)C)(C)C)C1)O